BrC1=NN(C2=C1C=NC(=C2)Cl)C2OCCCC2 3-bromo-6-chloro-1-tetrahydropyran-2-yl-pyrazolo[4,3-c]pyridine